bis(azobenzene) COC1=CC=C(C=C1)N=NC2=CC=C(C=C2)OCCOC3=CC=C(C=C3)N=NC4=CC=C(C=C4)N(C5=CC=C(C=C5)OC)C6=CC=C(C=C6)OC